tris(2-carboxyethyl)phosphonium hydrochloride Cl.C(=O)(O)CC[PH+](CCC(=O)O)CCC(=O)O